N-(4-(4-(butylsulfonamido)phenyl)-1H-pyrrolo[2,3-b]pyridin-6-yl)cyclopropylcarboxamide C(CCC)S(=O)(=O)NC1=CC=C(C=C1)C1=C2C(=NC(=C1)NC(=O)C1CC1)NC=C2